4-(3-Chloroanilino)-2'-[(2R)-3-phenoxy-2-phenylpropyl]-2',3'-dihydrospiro[cyclohexane-1,1'-indene]-4-carboxylic acid ClC=1C=C(NC2(CCC3(C(CC4=CC=CC=C34)C[C@@H](COC3=CC=CC=C3)C3=CC=CC=C3)CC2)C(=O)O)C=CC1